4-chloro-1,2-difluorobenzene ClC1=CC(=C(C=C1)F)F